C(C)C(C(C1=CC=C(C=C1)O)C1=CC=C(C=C1)O)CCCC 4,4'-(2-ethyl-hexane-1,1-diyl)diphenol